BrC1=NC(=CC(=C1)C(CN(C(=O)OC(C)(C)C)CC1N(CCOC1)C(=O)OC(C)(C)C)O)Cl tertbutyl 3-(((2-(2-bromo-6-chloropyridin-4-yl)-2-hydroxyethyl)(tert-butoxycarbonyl)amino)methyl)morpholine-4-carboxylate